OC1=C(C=C(C=C1C(C)(C)CC)C(C)(C)CC)N1NC2=C(N1)C=CC=C2 2-(2-hydroxy-3,5-di-tert-pentylphenyl)benzotriazoleN